ClC1=CC=C(C=C1)C=1N=CN(C1C1=CC(=NC=C1)C(F)F)CC(=O)N[C@H]1CN(CC1)C(=O)OC(C)(C)C tert-butyl (3R)-3-{2-[4-(4-chlorophenyl)-5-[2-(difluoromethyl)pyridin-4-yl]-1H-imidazol-1-yl]acetamido}pyrrolidine-1-carboxylate